BrC1=CC=C2C(=CCOC2=C1)C=1N=CNC1 4-(7-bromo-2H-chromen-4-yl)-1H-imidazole